CSC1=CC=C(C=C1)C(C=CC1=C(C(=C(C(=C1)C)C(=O)O)C)OC(C)C)=O 1-[4-methylsulfanyl-phenyl]-3-[3,5-dimethyl-4-carboxydimethylmethoxyphenyl]prop-2-en-1-one